bromo-1',4'-dihydro-2'H-spiro[cyclopropane-1,3'-quinoline]-2'-one BrN1C(C2(CC3=CC=CC=C13)CC2)=O